5-(3-hydroxypropan-1-yn-1-yl)-3-phenylquinazolin-4(3H)-one OCC#CC1=C2C(N(C=NC2=CC=C1)C1=CC=CC=C1)=O